Cl.FC=1C(=C(OC2=NC=C(C(=C2C=2NC3=CC=NC(=C3C(C2)=O)C=2NC=CN2)C)C(F)(F)F)C=CC1F)C 2-[2-(3,4-difluoro-2-methyl-phenoxy)-4-methyl-5-(trifluoromethyl)-3-pyridyl]-5-(1H-imidazol-2-yl)-1H-1,6-naphthyridin-4-one hydrochloride